OC1(CC(C(C(C1)O)O)O)C(=O)NC(C1=C(C=C(C(=C1)O)C(=O)O)O)=O N-(1,3,4,5-tetrahydroxycyclohexylcarbonyl)4-carboxy-2,5-dihydroxybenzamide